[N+](=O)([O-])C1=CC=C(COC2=CC=C(C=C2)/C=C/C(=O)NCC(=O)OCC)C=C1 ethyl (E)-(3-(4-((4-nitrobenzyl)oxy)phenyl)acryloyl)glycinate